O=C1N(C(CC1)=O)CCCCCC(=O)OCCCCCCCC octyl 6-(2,5-dioxopyrrolidin-1-yl)hexanoate